9,10-di-2-naphthylanthracene C1=C(C=CC2=CC=CC=C12)C=1C2=CC=CC=C2C(=C2C=CC=CC12)C1=CC2=CC=CC=C2C=C1